[O-]CCCC.C(CCC)[Sn](CCCC)(CCCC)CCCC di-n-butylbutylbutyltin butoxide